ClC=1C=C2C=CNC2=C(C1)C1=C2C(=NC(=C1C#N)N1CC3(CN(C3)C(C=C)=O)CC1)CC(OC2)(C)C 4-(5-chloro-1H-indol-7-yl)-7,7-dimethyl-2-(2-(2-propenoyl)-2,6-diazaspiro[3.4]octan-6-yl)-7,8-dihydro-5H-pyrano[4,3-b]pyridine-3-carbonitrile